2-(2-(6-((cis)-2,6-dimethylmorpholino)pyridin-2-yl)-1,6-naphthyridin-7-yl)-N-((S)-1-((trifluoromethyl)sulfonyl)piperidin-3-yl)acetamide C[C@@H]1O[C@@H](CN(C1)C1=CC=CC(=N1)C1=NC2=CC(=NC=C2C=C1)CC(=O)N[C@@H]1CN(CCC1)S(=O)(=O)C(F)(F)F)C